ClC1=C(C(=O)N[C@H]2[C@H]3CC[C@@H](C2)N3C#N)C=CC(=C1)C=1C=CC=3N(C1)C=NC3 2-chloro-N-((1R,2R,4S)-7-cyano-7-azabicyclo[2.2.1]heptan-2-yl)-4-(imidazo[1,5-a]pyridin-6-yl)benzamide